N-[6-(3,5-dicyclopropyl-1H-pyrazol-1-yl)pyridin-3-yl]quinoline-6-carboxamide C1(CC1)C1=NN(C(=C1)C1CC1)C1=CC=C(C=N1)NC(=O)C=1C=C2C=CC=NC2=CC1